methyl 1-(4-chlorophenyl)-2-methyl-1H-indole-6-carboxylate ClC1=CC=C(C=C1)N1C(=CC2=CC=C(C=C12)C(=O)OC)C